((7aR,8R,10R,10aR)-10-(4-aminopyrrolo[2,1-f][1,2,4]triazin-7-yl)-10-cyano-4,4-dimethyl-2,6-dioxooctahydro-2H-furo[3,4-b][1,4]dioxonin-8-yl)methyl cyclopentyl carbonate C(OC[C@H]1O[C@@]([C@@H]2OC(CC(CC(O[C@@H]21)=O)(C)C)=O)(C#N)C2=CC=C1C(=NC=NN12)N)(OC1CCCC1)=O